S=C1NC2=C(N1C1CCN(CC1)C(CC1=CC=C(C=C1)C(F)(F)F)=O)C=CC=C2 1-(4-(2-thioxo-2,3-dihydro-1H-benzo[d]imidazol-1-yl)piperidin-1-yl)-2-(4-(trifluoromethyl)phenyl)ethanone